2-(4-methoxybenzyl)-2-methyltetrahydrofuran COC1=CC=C(CC2(OCCC2)C)C=C1